COC1=C(C(=O)N[C@H]2C[C@H](CCC2)NC2=CC(=NC3=CC=C(C=C23)C)C(F)(F)F)C=CC=C1 2-methoxy-N-[(1R,3S)-3-{[6-methyl-2-(trifluoromethyl)quinolin-4-yl]amino}cyclohexyl]benzamide